(1R,3R)-3-(3-amino-4-hydroxyphenoxy)cyclobutane-1-carbonitrile NC=1C=C(OC2CC(C2)C#N)C=CC1O